(S)-4-(dimethylamino)-1-(5-methyl-4-((3-methyl-4-((6-methylpyridin-3-yl)oxy)phenyl)amino)-5,7-dihydro-6H-pyrrolo[3',4':4,5]thieno[2,3-d]pyrimidin-6-yl)but-2-en-1-one CN(CC=CC(=O)N1[C@H](C2=C(SC=3N=CN=C(C32)NC3=CC(=C(C=C3)OC=3C=NC(=CC3)C)C)C1)C)C